C(C1=CC=CC=C1)C1=CN=C(N1)C1=NC=CC(=C1)C=1C=NC=C(C1)S(=O)(=O)C 2'-(5-Benzyl-1H-imidazol-2-yl)-5-(methylsulfonyl)-3,4'-bipyridin